C1CCC12CN(CCC2)C(=O)[O-] 6-azaspiro[3.5]nonane-6-carboxylate